di(isodecyl) phthalate C(C=1C(C(=O)OCCCCCCCC(C)C)=CC=CC1)(=O)OCCCCCCCC(C)C